FC(C=1C=C(OCC=2C=CC(=NC2)CN2CC(C2)C(=O)O)C=CC1)(F)F 1-((5-((3-(trifluoromethyl)phenoxy)methyl)pyridin-2-yl)methyl)azetidine-3-carboxylic acid